(3S)-1-[(2S)-2-[(tert-butoxycarbonyl)amino]-3-[3-[3-(3-hydroxy-2,2-dimethylpropyl)-2-iodo-1H-indol-5-yl]phenyl]propanoyl]-1,2-diazinane-3-carboxylic acid C(C)(C)(C)OC(=O)N[C@H](C(=O)N1N[C@@H](CCC1)C(=O)O)CC1=CC(=CC=C1)C=1C=C2C(=C(NC2=CC1)I)CC(CO)(C)C